ClC=1C(=C(C=O)C(=CC1C)O)O 3-chloro-2,6-dihydroxy-4-methylbenzaldehyde